3-[6-(2-chloro-4,5-difluoro-phenyl)-3-(1-methylpyrazolo[4,3-c]pyridin-7-yl)-2,4-dioxo-thieno[3,2-d]pyrimidin-1-yl]propionitrile ClC1=C(C=C(C(=C1)F)F)C1=CC=2N(C(N(C(C2S1)=O)C=1C2=C(C=NC1)C=NN2C)=O)CCC#N